(2-aminoethyl)benzamide NCCC1=C(C(=O)N)C=CC=C1